C(C)(C)(C)NC(=O)C1=NC(=CC=C1OCC)NC1=CC(=NC(=C1)F)F N-tert-butyl-6-[(2,6-difluoro-4-pyridyl)amino]-3-ethoxy-pyridine-2-carboxamide